cyclopentadienyl-methyl-dicarbonyl-iron C1(C=CC=C1)C[Fe](=C=O)=C=O